[Br-].[Br-].C(C)C1(C(=C(C(=C1C)C)C)C)[Zr+2]C1C(=CC2=CC=CC=C12)C (1-ethyl-2,3,4,5-tetramethylcyclopentadienyl)(2-methylindenyl)zirconium dibromide